N1C(=NC2=C1CC/C=C/CC2)CCC(=O)O (E)-3-(4,5,8,9-Tetrahydro-1H-cycloocta[d]imidazol-2-yl)propanoic acid